CC1CC2(NC3=NC(=C(C=C3CC2)C2=NC=CC=N2)C)CN1C(=O)OC(C)(C)C tert-butyl 5,7'-dimethyl-6'-(pyrimidin-2-yl)-3',4'-dihydro-1'H-spiro[pyrrolidine-3,2'-[1,8]naphthyridine]-1-carboxylate